BrC1=C(C=C2CC(N(C2=C1)C)=O)C(CCl)=O 6-bromo-5-(2-chloroacetyl)-1-methyl-indolin-2-one